ClC1=CC=C(C=C1)N(C(=O)C1=CN=C(S1)C1=CC=C(C=C1)C)C N-(4-chlorophenyl)-N-methyl-2-(p-tolyl)thiazole-5-carboxamide